6-bromo-4-((3-fluoropyridin-2-yl)(tetrahydro-2H-pyran-4-yl)methyl)-3-isopropyl-4H-thieno[2',3':4,5]pyrrolo[3,2-b]pyridine-2-carboxylic acid methyl ester COC(=O)C1=C(C2=C(C3=NC=C(C=C3N2C(C2CCOCC2)C2=NC=CC=C2F)Br)S1)C(C)C